pyrylium tetrafluoroborate F[B-](F)(F)F.[O+]1=CC=CC=C1